C(C)(SCC(CC1=C(C=C(C=C1)C)C)NC(=O)OC(C)(C)C)=O S-(2-((tert-butoxycarbonyl)amino)-3-(2,4-dimethylphenyl)propyl) ethanethioate